C(CCCCC)(=O)N[C@@H](CCC(=O)O)C(=O)O caproyl-glutamic acid